FC1(CCN(CC1)CCCCC(=O)O)F 5-(4,4-difluoropiperidin-1-yl)pentanoic acid